mono-cetyl glyceryl ether C(C(O)CO)OCCCCCCCCCCCCCCCC